2-amino-N-({bis[({[4-(6-methyl-1,2,4,5-tetrazin-3-yl)phenyl]methyl}carbamoyl)methyl]carbamoyl}methyl)acetamide NCC(=O)NCC(N(CC(NCC1=CC=C(C=C1)C=1N=NC(=NN1)C)=O)CC(NCC1=CC=C(C=C1)C=1N=NC(=NN1)C)=O)=O